BrCC(C(CCCCC#N)C1=CC(=CC=C1)I)=O 8-bromo-6-(3-iodophenyl)-7-oxooctanenitrile